Natrium hydroxyethylacrylat OCCOC(C=C)=O.[Na]